ClC=1C(=C2C(=C(N=C(C2=CN1)N1CC2CCC(C1)N2C(=O)OC(C)(C)C)CCl)C2(CC2)O)F tert-butyl 3-[6-chloro-3-(chloromethyl)-5-fluoro-4-(1-hydroxycyclopropyl)-2,7-naphthyridin-1-yl]-3,8-diazabicyclo[3.2.1]octane-8-carboxylate